N[C@@H](CC)O (R)-1-aminopropanol